[C-]#N.[C-]#N.[C-]#N.[C-]#N.[C-]#N.[N-]=O.[Na+].[Na+].[Fe+4] The molecule is an organic sodium salt that is the disodium salt of nitroprusside. It has a role as a nitric oxide donor and a vasodilator agent. It contains a nitroprusside.